1-(3-cyclopropyl-4-methoxyphenyl)ethan-1-amine C1(CC1)C=1C=C(C=CC1OC)C(C)N